(S)-5-(methyl(1-phenylethyl)amino)-N-phenyl-7-(1H-pyrazol-4-yl)pyrazolo[1,5-a]pyrimidine-2-carboxamide CN(C1=NC=2N(C(=C1)C=1C=NNC1)N=C(C2)C(=O)NC2=CC=CC=C2)[C@@H](C)C2=CC=CC=C2